N-(4'-((4-ethoxy-6-(methylsulfonyl)pyridin-2-yl)amino)-5-(2-methoxyethoxy)-[2,3'-bipyridin]-6'-yl)acetamide C(C)OC1=CC(=NC(=C1)S(=O)(=O)C)NC1=C(C=NC(=C1)NC(C)=O)C1=NC=C(C=C1)OCCOC